ClC1=C(C=CC=C1)C1C(C1)NC(=O)[C@H]1N(C[C@@H](C1)F)C(=O)OC(C)(C)C tert-Butyl (2S,4R)-2-((2-(2-chlorophenyl)cyclopropyl)carbamoyl)-4-fluoropyrrolidine-1-carboxylate